N-butyl-N-hydroxyethyl-benzylamine C(CCC)N(CCO)CC1=CC=CC=C1